N-benzyl-N-(1-(4-methoxyphenyl)vinyl)acrylamide C(C1=CC=CC=C1)N(C(C=C)=O)C(=C)C1=CC=C(C=C1)OC